FC(C=1C=C(C=C(C1)C(F)(F)F)[C@H]([C@H](C)N(C1CCC1)CC1=C(C=CC(=C1)C(F)(F)F)C1=CC(=C(C=C1OC)C)OCCCC(=O)O)O)(F)F 4-((2'-((((1R,2S)-1-(3,5-bis(trifluoromethyl)phenyl)-1-hydroxypropan-2-yl)(cyclobutyl)amino)methyl)-6-methoxy-4-methyl-4'-(trifluoromethyl)-[1,1'-biphenyl]-3-yl)oxy)butanoic acid